BrC=1C=C2CCC(N(C2=CC1)S(=O)(=O)C=1C=CC(=C(CO)C1)OCC1CCOCC1)C 5-((6-bromo-2-methyl-3,4-dihydroquinolin-1(2H)-yl)sulfonyl)-2-((tetrahydro-2H-pyran-4-yl)methoxy)benzyl Alcohol